Dodecyldimethylammonium bicarbonat C([O-])(O)=O.C(CCCCCCCCCCC)[NH+](C)C